tert-butyl 4-[(2-fluoro-4-nitro-phenyl)carbamoyl]piperidine-1-carboxylate FC1=C(C=CC(=C1)[N+](=O)[O-])NC(=O)C1CCN(CC1)C(=O)OC(C)(C)C